4-methyl-2-(2-oxo-3-(4-(thiazol-2-yl)phenyl)tetrahydropyrimidin-1(2H)-yl)thiazole-5-sulfonamide CC=1N=C(SC1S(=O)(=O)N)N1C(N(CCC1)C1=CC=C(C=C1)C=1SC=CN1)=O